COC(=O)C1=C(C=2C(S1)=CSC2)F 3-fluorothieno[3,4-b]thiophene-2-carboxylic acid methyl ester